acryloyloxymethyl-2-methylbicycloheptane C(C=C)(=O)OCC1(C(CCCCC1)C)C1CCCCCC1